(R)-(1-(3-(3-(3-(tert-butylamino)-2-cyano-3-oxoprop-1-en-1-yl)phenoxy)propanamido)-2-(3-ethylphenyl)ethyl)boronic acid C(C)(C)(C)NC(C(=CC=1C=C(OCCC(=O)N[C@@H](CC2=CC(=CC=C2)CC)B(O)O)C=CC1)C#N)=O